5,6,7,8-Tetrahydro-2-naphthaldehyde C1=C(C=CC=2CCCCC12)C=O